NC1=C(C=C2C(=NC(=NC2=C1)C)N[C@H](C)C1=C(C(=CC=C1)C(F)(F)F)C)P(C)(C)=O (R)-(7-amino-2-methyl-4-((1-(2-methyl-3-(trifluoromethyl)phenyl)ethyl)amino)quinazoline-6-yl)Dimethylphosphine oxide